N-(2-cyanoethyl)-pyrrole C(#N)CCN1C=CC=C1